CCCCCC(CCCC(CCCCCCCCC)O)O nonadecane-6,10-diol